methyl 4-(3-amino-5-methoxyphenoxy)-2,2-dimethylbutyrate NC=1C=C(OCCC(C(=O)OC)(C)C)C=C(C1)OC